5,5-dimethyl-1,3-bis(oxiran-2-ylmethyl)imidazolidine-2,4-dione CC1(C(N(C(N1CC1OC1)=O)CC1OC1)=O)C